CC1=NN2C(=NC=CC2=N1)C=1C=NN(C1)C 2-methyl-5-(1-methylpyrazol-4-yl)-[1,2,4]triazolo[1,5-c]pyrimidin